(R,E)-N-(4-(3-((5-bromopyrimidin-2-yl)amino)pyrrolidine-1-carbonyl)phenyl)-4-(dimethylamino)but-2-enamide BrC=1C=NC(=NC1)N[C@H]1CN(CC1)C(=O)C1=CC=C(C=C1)NC(\C=C\CN(C)C)=O